C(#N)C=1C=C(C=CC1OC(C)C)C1=NC(=NO1)C1=C2CC/C(/C2=CC=C1)=N/OCCCC(=O)O (Z)-4-(((4-(5-(3-cyano-4-isopropoxyphenyl)-1,2,4-oxadiazol-3-yl)-2,3-dihydro-1H-inden-1-ylidene)amino)oxy)butanoic acid